1,4-dihydroxy-5,8-bis({2-[(2-hydroxy-ethyl)amino]ethyl}amino)-9,10-anthraquinone dihydrochloride Cl.Cl.OC1=CC=C(C=2C(C3=C(C=CC(=C3C(C12)=O)NCCNCCO)NCCNCCO)=O)O